I.I.C(CCCN)N 1,4-butanediamine dihydroiodide